ClC1=NC(=C2N=C(N(C2=N1)C[C@H]1OCCC1)C)N1C[C@H](N(C[C@@H]1C)C(C1=CC=C(C#N)C=C1)C1=CC=C(C=C1)F)CC 4-(((2R,5S)-4-(2-chloro-8-methyl-9-(((S)-tetrahydrofuran-2-yl)methyl)-9H-purin-6-yl)-2-ethyl-5-methylpiperazin-1-yl)(4-fluorophenyl)methyl)benzonitrile